Azetidin-3-yl(1-(2-bromo-4-fluorophenyl)-1H-pyrrolo[2,3-c]pyridin-3-yl)methanone hydrochloride Cl.N1CC(C1)C(=O)C1=CN(C2=CN=CC=C21)C2=C(C=C(C=C2)F)Br